2-methyl-1,4-phenylene bis(4-(oct-7-ene-1-oxy) benzoate) C(CCCCCC=C)OC1=CC=C(C(=O)OC2=C(C=C(C=C2)OC(C2=CC=C(C=C2)OCCCCCCC=C)=O)C)C=C1